COC1=CC=C(C=N1)C1CN(C1)[C@@H]1[C@H](CCCC1)OC=1C=C2CN(C(C2=CC1)=O)C1C(NC(CC1)=O)=O 3-(5-(((1S,2S)-2-(3-(6-methoxypyridin-3-yl)azetidin-1-yl)cyclohexyl)oxy)-1-oxoisoindolin-2-yl)piperidine-2,6-dione